FC1=C(C(=CC=C1)F)C1=NC2=C(C3=C(N1)NN=C3)NC(C=C2)=O 6-(2,6-difluorophenyl)-7,8-dihydropyrazolo[3,4-d]pyrido[2,3-f][1,3]diazEpin-2(1H)-one